5-(methoxymethyl)thiazole-4-carboxylic acid COCC1=C(N=CS1)C(=O)O